3-(4-methylpiperazin-1-yl)-1-(4-(pyridin-2-yl)-3,4-dihydroquinoxaline-1(2H)-yl)propan-1-one CN1CCN(CC1)CCC(=O)N1CCN(C2=CC=CC=C12)C1=NC=CC=C1